tert-butyl (2S,3R,6R)-2,6-dimethyl-3-(((4-methyl-5-(trifluoromethyl)pyrimidin-2-yl)amino)methyl)morpholine-4-carboxylate C[C@H]1[C@H](N(C[C@H](O1)C)C(=O)OC(C)(C)C)CNC1=NC=C(C(=N1)C)C(F)(F)F